dimethyl (2R)-2-{[(trifluoromethyl) sulfonyl]oxy}pentanedioate FC(S(=O)(=O)O[C@@H](C(=O)OC)CCC(=O)OC)(F)F